6'-fluoro-N-(4-fluoro-3-((4-(hydroxymethyl)benzyl)carbamoyl)benzyl)-4'-oxo-3',4'-dihydro-1'H-spiro[piperidine-4,2'-quinoline]-1-carboxamide FC=1C=C2C(CC3(NC2=CC1)CCN(CC3)C(=O)NCC3=CC(=C(C=C3)F)C(NCC3=CC=C(C=C3)CO)=O)=O